C(CCCCC)OC1=C(C=C(C=C1)N=NC1=CC=C(C=C1)OCCCCCC)C 4,4'-dihexyloxy-3-methylazobenzene